CCCCCCCCCCCC(=O)C tridecanone